C[C@H]1N(CCOC1)C=1C=C(C=2N(N1)C(=CN2)C2=CC=NN2)C2=CC=NN2C (R)-3-methyl-4-(8-(1-methyl-1H-pyrazol-5-yl)-3-(1H-pyrazol-5-yl)imidazo[1,2-b]pyridazin-6-yl)morpholine